C(C)(C)(C)C1=NC2=C(N1)C=C(C=C2C(=O)NC2=C(C(=CC=C2)Cl)C)NC(=O)C2=C(C=CC=C2)C(F)(F)F 2-Tert-butyl-N-(3-chloro-2-methylphenyl)-6-({[2-(trifluoromethyl)phenyl]carbonyl}amino)-1H-benzoimidazole-4-carboxamide